C(C)OC(C=C)=O.C(C)NS(=O)(=O)C(C(C(C(F)(F)F)(F)F)(F)F)(F)F N-ethyl-perfluorobutyl-sulfonamide ethyl-acrylate